BrC=1C(=NC(=NC1)NC1=CC(=CC(=C1)OC)OC)NC1=C(C(=O)NC)C=CC=C1 2-((5-bromo-2-((3,5-dimethoxyphenyl)amino)pyrimidin-4-yl)amino)-N-methylbenzamide